C(#N)C=1C=C2C=C(N(C2=CC1)CC1CC1)C1=NC2=C(N1C)C(=CC(=C2)C(=O)N2[C@H]1CC[C@H](C2)C1NC(OC(C)(C)C)=O)OC tert-butyl ((1S,4R)-2-(2-(5-cyano-1-(cyclopropylmethyl)-1H-indol-2-yl)-7-methoxy-1-methyl-1H-benzo[d]imidazole-5-carbonyl)-2-azabicyclo[2.2.1]heptan-7-yl)carbamate